OC=C(C(=O)N[C@H](C)C1=CC=C(C=C1)C)C1=CC=C(C=C1)OC[C@H](CCC)C (2S)-3-Hydroxy-2-{4-[(2-methylpentyl)oxy]phenyl}-N-[(1R)-1-(4-methylphenyl)ethyl]propenamide